[GaH]1C=CC=C1 galloL